FC=1C=C(C=CC1)N1N=C2C(=C1NC(=O)N[C@@H]1CN(C[C@H]1C1=CC=CC=C1)CCOC)CCC2 1-(2-(3-fluorophenyl)-2,4,5,6-tetrahydrocyclopenta[c]pyrazol-3-yl)-3-(trans-1-(2-methoxyethyl)-4-phenylpyrrolidin-3-yl)urea